chloro-5-fluorobenzoate ClC1=C(C(=O)[O-])C=C(C=C1)F